3,5-Dinitro-2-N,6-N-diphenylpyridine-2,4,6-triamine [N+](=O)([O-])C=1C(=NC(=C(C1N)[N+](=O)[O-])NC1=CC=CC=C1)NC1=CC=CC=C1